2-(1-(2,2,2-trifluoroethyl)-7-((2R,4R)-4-hydroxy-2-methylpiperidin-1-yl)-3-(1-(tetrahydro-2H-pyran-2-yl)-1H-pyrazol-5-yl)-1H-pyrazolo[4,3-b]pyridine-5-carbonyl)-2-methylhydrazine FC(CN1N=C(C2=NC(=CC(=C21)N2[C@@H](C[C@@H](CC2)O)C)C(=O)N(N)C)C2=CC=NN2C2OCCCC2)(F)F